BrC=1C=C(C=CC1)C1(CC1)NC(OC(C)(C)C)=O Tert-Butyl N-[1-(3-bromophenyl)cyclopropyl]carbamate